dimethyl-silyl-(2-methyl-4-phenyl-1H-inden-1-yl)(2,3,4,5-tetramethylcyclopenta-2,4-dienyl)hafnium dichloride [Cl-].[Cl-].C[SiH]([Hf+2](C1C(=C(C(=C1C)C)C)C)C1C(=CC2=C(C=CC=C12)C1=CC=CC=C1)C)C